(3S,4S)-8-{7-[(2-amino-3-chloropyridin-4-yl)sulfonyl]furo[3,2-c]pyridin-4-yl}-3-methyl-2-oxa-8-azaspiro[4.5]decan-4-amine NC1=NC=CC(=C1Cl)S(=O)(=O)C=1C2=C(C(=NC1)N1CCC3([C@@H]([C@@H](OC3)C)N)CC1)C=CO2